hydroxybenzoic methyl ester COC(C1=C(C=CC=C1)O)=O